bromoseleno ether Br[Se]O[Se]Br